(5S)-3-Bromo-5-[(3R)-1-[[3-(trifluoromethyl)phenyl]methyl]-3-piperidyl]-4,5-dihydroisoxazole BrC1=NO[C@@H](C1)[C@H]1CN(CCC1)CC1=CC(=CC=C1)C(F)(F)F